7-(3-(2,2-dimethylmorpholino)-7,8-dihydro-1,6-naphthyridin-6(5H)-yl)-2,8,9-trimethyl-4H-pyrimido[1,2-b]pyridazin-4-one CC1(OCCN(C1)C=1C=NC=2CCN(CC2C1)C=1C(=C(C=2N(N1)C(C=C(N2)C)=O)C)C)C